5-[8-(Ethylamino)-5,6-difluoro-4-[3-(trifluoromethyl)pyrazol-1-yl]-9H-pyrido[2,3-b]indol-3-yl]pyridine-3-carbonitrile C(C)NC=1C=C(C(=C2C3=C(NC12)N=CC(=C3N3N=C(C=C3)C(F)(F)F)C=3C=C(C=NC3)C#N)F)F